(rac)-5-[5-(2-amino-5-fluoropyridin-4-yl)-2-fluorophenoxy]pentan-2-ol NC1=NC=C(C(=C1)C=1C=CC(=C(OCCC[C@@H](C)O)C1)F)F |r|